4-amino-2-(2,6-dioxopiperidin-3-yl)isoindoline-1,3-dione NC1=C2C(N(C(C2=CC=C1)=O)C1C(NC(CC1)=O)=O)=O